5-bromothiazole-4-carboxylic acid BrC1=C(N=CS1)C(=O)O